OCCC1CN(C2=CC=CC=C12)C(CNC1=C(C=CC(=C1)C1=NC(=NS1)C)C)=O 1-(3-(2-hydroxyethyl)indolin-1-yl)-2-((2-methyl-5-(3-methyl-1,2,4-thiadiazol-5-yl)phenyl)amino)ethan-1-one